(S)-N-((S)-(3-chloro-2,4-difluorophenyl)((S)-1-(2,2,2-trifluoroethyl)piperidin-2-yl)methyl)-2-oxoimidazolidine-4-carboxamide ClC=1C(=C(C=CC1F)[C@H](NC(=O)[C@H]1NC(NC1)=O)[C@H]1N(CCCC1)CC(F)(F)F)F